(2-(5-(1-((tert-butoxycarbonyl)amino)ethyl)thiophen-3-yl)benzyl)(methyl)carbamic acid benzyl ester C(C1=CC=CC=C1)OC(N(C)CC1=C(C=CC=C1)C1=CSC(=C1)C(C)NC(=O)OC(C)(C)C)=O